FC=1C=C(C=CC1)[C@@H]1N(CCC1)C=1C=CC=2N(N1)C(=CN2)C2=CC=CC(=N2)N2CCN(CC2)C=2C=C1CN(C(C1=CC2)=O)C2C(NC(CC2)=O)=O 3-(5-(4-(6-(6-((R)-2-(3-Fluorophenyl)pyrrolidin-1-yl)imidazo[1,2-b]pyridazin-3-yl)pyridin-2-yl)piperazin-1-yl)-1-oxoisoindolin-2-yl)piperidine-2,6-dione